C=1N=CN2C1C1=CC=CC=C1C2C(CC)O 1-(5H-imidazo[5,1-a]isoindol-5-yl)propan-1-ol